Diethyl (6-bromohexyl)phosphonate BrCCCCCCP(OCC)(OCC)=O